ClC1=CC=C(C=CC2=C(N)C(=CC=C2)C)C=C1 2-(4-chlorostyryl)-6-methylaniline